BrCC=1C=C(C=CC1)C[C@H](C(=O)OC(C)(C)C)[C@@H]1CN(CC1)C(=O)OC(C)(C)C tert-butyl (R)-3-((S)-3-(3-(bromomethyl)phenyl)-1-(tert-butyloxy)-1-oxopropan-2-yl)pyrrolidine-1-carboxylate